nitrosophenylhydroxyamine aluminum salt [Al].N(=O)N(O)C1=CC=CC=C1